9,9'-(4-(chlorodiphenylsilyl)-[1,1'-biphenyl]-2,2'-diyl)bis(9H-carbazole) Cl[Si](C1=CC(=C(C=C1)C1=C(C=CC=C1)N1C2=CC=CC=C2C=2C=CC=CC12)N1C2=CC=CC=C2C=2C=CC=CC12)(C1=CC=CC=C1)C1=CC=CC=C1